N1C[C@H](OCC1)COC1=CC(=CC=C1)OC[C@@H]1CNCCO1 1,3-bis(((S)-morpholin-2-yl)methoxy)benzene